ammonium sulfamic acid salt S(N)([O-])(=O)=O.[NH4+]